octadecyldi-n-propyl-(3-triethoxysilylpropyl)ammonium chloride [Cl-].C(CCCCCCCCCCCCCCCCC)[N+](CCC[Si](OCC)(OCC)OCC)(CCC)CCC